C1=CC2=C3C(=C1)C=C(C4=C(C(=C(C(=C34)C=C2)S(=O)(=O)[O-])S(=O)(=O)[O-])S(=O)(=O)[O-])S(=O)(=O)[O-].[Na+].[Na+].[Na+].[Na+] pyrenetetrasulfonic acid sodium salt